methyl(pyrimidin-4-ylmethyl)(((7-(5-(trifluoromethyl)-1,2,4-oxadiazol-3-yl)imidazo[1,2-a]pyridin-2-yl)methyl)imino)-λ6-sulfanone CS(=O)(=NCC=1N=C2N(C=CC(=C2)C2=NOC(=N2)C(F)(F)F)C1)CC1=NC=NC=C1